BrC[Si](C)(C)Br bromotrimethylsilyl bromide